N-(4-(1-(3,4-difluorobenzoyl)-3-methyl-1,2,3,6-tetrahydropyridin-4-yl)-1H-pyrrolo[2,3-b]pyridin-6-yl)cyclopropylcarboxamide FC=1C=C(C(=O)N2CC(C(=CC2)C2=C3C(=NC(=C2)NC(=O)C2CC2)NC=C3)C)C=CC1F